N1(C=NC=C1)C=1C=CC(=C(C1)O)C1=CN=C(N=N1)C=C1CCNCC1 5-(1H-imidazol-1-yl)-2-(3-(piperidin-4-ylidenemethyl)-1,2,4-triazin-6-yl)phenol